COC1=CC=C(C=C1)C1=NOC(=N1)N1CCC(CC1)C(=O)NCC1CN(CC1)CC=1SC(=CN1)C 1-(3-(4-Methoxyphenyl)-1,2,4-oxadiazol-5-yl)-N-((1-((5-Methylthiazol-2-yl)methyl)pyrrolidin-3-yl)methyl)piperidin-4-carboxamid